C12COCC(CC1)N2NC2=C1C=CNC1=NC=C2C(=O)N 4-((3-oxa-8-azabicyclo[3.2.1]octan-8-yl)amino)-1H-7-azaindole-5-carboxamide